ClC1=CC(=CC(=N1)N1C(C2=CC(=CC(=C2C1)C(F)(F)F)CN1C[C@H](CCC1)C)=O)C1(OC1)CC1=NN=CN1C 2-(6-chloro-4-{2-[(4-methyl-1,2,4-triazol-3-yl)methyl]oxiran-2-yl}pyridin-2-yl)-6-{[(3S)-3-methylpiperidin-1-yl]methyl}-4-(trifluoromethyl)-3H-isoindol-1-one